O(C1=CC=CC=C1)C1=CC=C(C=C1)N1N=C2C(NCCC2N2CCN(CC2)C(C=C)=O)=C1C(=O)N 2-(4-phenoxyphenyl)-7-[4-(prop-2-enoyl)piperazin-1-yl]-4,5,6,7-tetrahydro-2H-pyrazolo[4,3-b]pyridine-3-carboxamide